(2,5-dihydroxyphenyl)diphenylphosphine oxide OC1=C(C=C(C=C1)O)P(C1=CC=CC=C1)(C1=CC=CC=C1)=O